C(C)(C)(C)OC(=O)N(NC(=O)OC(C)(C)C)C1=NC(=C(C=C1)OC)C1=CC=CC=C1.OC(C)C1=C(C=C(C(=O)N)C=C1)C1=CC2=C(NC=N2)C=C1 4-(1-hydroxyethyl)-3-(1H-benzimidazol-5-yl)benzamide di-tert-butyl-1-(5-methoxy-6-phenylpyridin-2-yl)hydrazine-1,2-dicarboxylate